FC(S(=O)(=O)C=1C=NC(=NC1)N1C[C@H](N([C@H](C1)C)C(=O)OC1CC2(CN(C2)CC2=CC=CC=C2)C1)C)F 2-benzyl-2-azaspiro[3.3]heptan-6-yl (2R,6S)-4-(5-difluoromethane-sulfonylpyrimidin-2-yl)-2,6-dimethylpiperazine-1-carboxylate